O=C1O[C@H](CN1C1=CC=C(C=C1)N1C(COCC1)=O)CN1C(C2=CC=CC=C2C1=O)=O 2-({(5S)-2-oxo-3-[4-(3-oxo-morpholin-4-yl)phenyl]-1,3-oxazolidin-5-yl}methyl)-1H-isoindole-1,3(2H)-dione